C(C=C)N1C[C@@H](C[C@@H]2C=3C=CC=C4NC=C(C[C@@H]12)C34)C(=O)N(C(=O)NCC)CCCN(C)C 1-[(6-allyl-ergoline-8beta-yl)formyl]-1-[3-(dimethylamino)propyl]-3-ethylurea